C(C=C)(=O)N1[C@H](CN(CC1)C=1C2=C(N=C(N1)OC[C@H]1N(CCC1)C)CN(C2)C2=C1C=NNC1=CC=C2C)CC#N ((S)-1-propenoyl-4-(6-(5-methyl-1H-indazol-4-yl)-2-(((S)-1-methylpyrrolidin-2-yl)methoxy)-6,7-dihydro-5H-pyrrolo[3,4-d]pyrimidin-4-yl)piperazin-2-yl)acetonitrile